CC1=C(C2=C(N=C(N=C2)NC2=CC=C(C=C2)N2CCN(CC2)C)N(C1=O)CC1=CC=NO1)C#C[Si](C(C)C)(C(C)C)C(C)C 6-methyl-2-{[4-(4-methylpiperazin-1-yl)phenyl]amino}-8-(1,2-oxazol-5-ylmethyl)-5-[2-(triisopropylsilyl)ethynyl]pyrido[2,3-d]pyrimidin-7-one